tert-butyl 3-(3-(hydroxymethyl)phenyl)azetidine-1-carboxylate OCC=1C=C(C=CC1)C1CN(C1)C(=O)OC(C)(C)C